[N+](=O)([O-])C1=CC=C(C=C1)NS(=O)(C1=CC=C(C=C1)N)=O N-(4-Nitrophenyl)sulfanilamide